N1=CC(=C2N1C=CC=C2)C(=O)[O-] pyrazolo[1,5-a]pyridine-3-carboxylate